P(=O)(OCC=C)(OCC=C)OC=1C=C2C(=NC=NC2=CC1OC)N1CCC(CC1)CCNS(N)(=O)=O Diallyl (7-methoxy-4-(4-(2-(sulfamoylamino)ethyl)piperidin-1-yl)quinazolin-6-yl) phosphate